O=C1N(CC2=CC(=CC=C12)O[C@@H]1CN(CC1)CC=1C=C2C=CC(=NC2=CC1)C#CC)C1C(NC(CC1)=O)=O 3-(1-Oxo-5-(((S)-1-((2-(prop-1-yn-1-yl)quinolin-6-yl)methyl)pyrrolidin-3-yl)oxy)isoindolin-2-yl)piperidine-2,6-dione